BrC1=CC=C(C=C1)NC=1C(=CC=CC1)C1=CC=CC=C1 N-(4-bromophenyl)-[1,1'-biphenyl]-2-amine